19-(oct-2-yloxy)-9,19-dioxononadecanoic acid CC(CCCCCC)OC(CCCCCCCCCC(CCCCCCCC(=O)O)=O)=O